Cl.Cl.O[C@@H]1[C@H](NCCC1)CCCN1C=2NC(N(C(C2N=C1)=O)C)=O 9-(3-((2R,3S)-3-hydroxypiperidin-2-yl)propyl)-1-methyl-1H-purine-2,6(3H,9H)-dione dihydrochloride